(3E)-11-iodo-3-undecene ICCCCCCC/C=C/CC